1-(6-((2,6-Dioxopiperidin-3-yl)amino)pyridin-3-yl)piperidine-4-carbaldehyde O=C1NC(CCC1NC1=CC=C(C=N1)N1CCC(CC1)C=O)=O